N1=C(C=CC=C1)C=1N=CC2=C(N1)CCN(C2)C(=O)C2=CC=C(C#N)C=C2 4-[2-(2-pyridyl)-7,8-dihydro-5H-pyrido[4,3-d]pyrimidine-6-carbonyl]benzonitrile